C1(=CC=CC2=CC=CC=C12)C=1C2=CC=CC=C2C(=C2C=CC(=CC12)C1=CC=C(C=C1)C1=NC2=C(N1C1=CC=CC=C1)C=CC=C2)C2=CC=CC1=CC=CC=C21 2-(4-(9,10-di(naphthalen-1-yl)anthracen-2-yl)phenyl)-1-phenyl-1H-benzo[d]imidazole